FC1=C(C=C(C=C1)C1=NN=C2N1N=C(C=1N(CCOC21)C)NC2CCC(CC2)(O)C)C(F)(F)F 4-[3-(4-Fluoro-3-trifluoromethyl-phenyl)-6-methyl-7,8-dihydro-6H-9-oxa-1,2,3a,4,6-pentaaza-cyclopenta[a]naphthalen-5-ylamino]-1-methyl-cyclohexanol